Ethanone HCl Cl.C(C)=O